FC(CC1(SC=CN1)C=O)(F)F 2-trifluoroethyl-thiazole-2-carbaldehyde